Ethyl (Z)-2-amino-2-(2-(2-phenylacetyl)hydrazono)acetate N\C(\C(=O)OCC)=N/NC(CC1=CC=CC=C1)=O